1,4-phenylenebis[1,3-dihydro-1,3-dioxo-5-isobenzofurancarboxamide] C1(=CC=C(C=C1)C1=C2C(OC(C2=CC=C1C(=O)N)=O)=O)C1=C2C(OC(C2=CC=C1C(=O)N)=O)=O